N-(2-(4-(4-cyclopentylpiperazine-1-yl)piperidine-1-yl)-5-((6-((R)-3-(2,5-difluorophenyl)-isoxazolidine-2-yl)pyrimidine-4-yl)amino)-4-methoxyphenyl)acrylamide C1(CCCC1)N1CCN(CC1)C1CCN(CC1)C1=C(C=C(C(=C1)OC)NC1=NC=NC(=C1)N1OCC[C@@H]1C1=C(C=CC(=C1)F)F)NC(C=C)=O